(3S)-7-[3-Chloro-2-fluoro-6-(tetrazol-1-yl)phenyl]-5-oxo-N-[4-(1H-triazol-5-yl)phenyl]-2,3,8,8a-tetrahydro-1H-indolizine-3-carboxamide ClC=1C(=C(C(=CC1)N1N=NN=C1)C1=CC(N2[C@@H](CCC2C1)C(=O)NC1=CC=C(C=C1)C1=CN=NN1)=O)F